Ethyl 3-((2-((1-hydroxy-1,3-dihydrobenzo[c][1,2]oxaborol-5-yl)amino)-5-methylpyrimidin-4-yl)amino)benzoate OB1OCC2=C1C=CC(=C2)NC2=NC=C(C(=N2)NC=2C=C(C(=O)OCC)C=CC2)C